4-chloro-2-methyl-6-(tetrahydrofuran-3-yl)-6H-[1,4]Oxazino[3,2-g]Quinazoline-7(8H)-one ClC1=NC(=NC2=CC3=C(C=C12)N(C(CO3)=O)C3COCC3)C